Cl.ClC=1C(=NC=CC1)O[C@@H]1CN(CC1)C1=C(C=C(C=C1)C1=CC=CC=C1)CN (S)-(4-(3-(3-chloropyridin-2-yloxy)pyrrolidin-1-yl)biphenyl-3-yl)methanamine hydrochloride